N-(3-(2-azidophenyl)-1-(4-methoxyphenyl)prop-2-yn-1-yl)methanesulfonamide N(=[N+]=[N-])C1=C(C=CC=C1)C#CC(C1=CC=C(C=C1)OC)NS(=O)(=O)C